(5-(6-chloroimidazo[1,2-b]pyridazin-3-yl)pyridin-3-yl)methanol ClC=1C=CC=2N(N1)C(=CN2)C=2C=C(C=NC2)CO